[N+](=O)([O-])C(CCC(=O)[O-])(C)C 4-nitro-4-methylpentanoate